acryloyloxy octyl hydrogen phosphate P(=O)(OOC(C=C)=O)(OCCCCCCCC)O